((Benzyloxy)carbonyl)-L-phenylalanine C(C1=CC=CC=C1)OC(=O)N[C@@H](CC1=CC=CC=C1)C(=O)O